N-(3,5-Dichloropyridin-4-yl)-4-(difluoromethoxy)-3-((7-((4-((5-(2,6-dioxo-piperidin-3-yl)-4-oxo-5,6-dihydro-4H-thieno[3,4-c]pyrrol-1-yl)methoxy)benzyl)amino)heptyl)-oxy)benzamide ClC=1C=NC=C(C1NC(C1=CC(=C(C=C1)OC(F)F)OCCCCCCCNCC1=CC=C(C=C1)OCC=1SC=C2C1CN(C2=O)C2C(NC(CC2)=O)=O)=O)Cl